hexafluoroisopropyl acrylate heptafluorobutyl-methacrylate FC(C(COC(C(=C)C)=O)(F)F)(C(F)(F)F)F.C(C=C)(=O)OC(C(F)(F)F)C(F)(F)F